chromous bromide [Br-].[Cr+2].[Br-]